2-(difluoro-methoxy)pyridine-3-sulfonyl chloride FC(OC1=NC=CC=C1S(=O)(=O)Cl)F